O=C1NC(CCC1N1C(C2=CC=CC(=C2C1)C#CCCC=1C(=NC=C(C1)C=1N=CC2=C(C=CC=C2C1)C1=CC=CC=2NC(C[C@H](NC21)C)=O)C(=O)N)=O)=O (4-(2-(2,6-Dioxopiperidin-3-yl)-1-oxoisoindolin-4-yl)but-3-yn-1-yl)-5-(8-((R)-4-methyl-2-oxo-2,3,4,5-tetrahydro-1H-benzo[b][1,4]diazepin-6-yl)isoquinolin-3-yl)picolinamide